2-[bis(2-methylpropyl)carbamoylamino]-4-[2-(cyclopropylmethoxy)ethyl-[4-(5,6,7,8-tetrahydro-1,8-naphthyridin-2-yl)butyl]amino]butanoic acid CC(CN(C(=O)NC(C(=O)O)CCN(CCCCC1=NC=2NCCCC2C=C1)CCOCC1CC1)CC(C)C)C